Strontium-chromium [Cr].[Sr]